Tert-butyl (3R,5R)-4-(2-fluoro-4-methoxybenzoyl)-3,5-dimethylpiperazine-1-carboxylate FC1=C(C(=O)N2[C@@H](CN(C[C@H]2C)C(=O)OC(C)(C)C)C)C=CC(=C1)OC